(S)-5-methoxy-2-methyl-3-((5-oxopyrrolidin-2-yl)methoxy)thieno[3,2-b]pyridine-6-carboxamide COC1=C(C=C2C(=N1)C(=C(S2)C)OC[C@H]2NC(CC2)=O)C(=O)N